ClC=1C=NC(=C(C(=O)NC2CCC(CC2)CN2C(N(C3=C2C=CC=C3)C3=CC=C(C=C3)C3=CC=NN3C)=O)C1)C 5-chloro-2-methyl-N-((1r,4r)-4-((3-(4-(1-methyl-1H-pyrazol-5-yl)phenyl)-2-oxo-2,3-dihydro-1H-benzo[d]imidazol-1-yl)methyl)cyclohexyl)nicotinamide